4-(3-(((tert-butyldimethylsilyl)oxy)methyl)-7-methoxy-2H-indazol-2-yl)-2,2-dimethyldihydrofuran-3(2H)-one [Si](C)(C)(C(C)(C)C)OCC=1N(N=C2C(=CC=CC12)OC)C1C(C(OC1)(C)C)=O